12-(bis(4-fluorophenyl)methyl)-4-hydroxy-7,8,9,10-tetrahydro-12H-dipyridazino[1,2-a:1',6'-d][1,2,4]triazine-3,5-dione FC1=CC=C(C=C1)C(C1N2N(C(C=3N1N=CC(C3O)=O)=O)CCCC2)C2=CC=C(C=C2)F